difluoroornithine FN([C@@H](CCCN)C(=O)O)F